FC=1C=C(C=CC1F)NC1=NS(C2=C1C=CC=C2)(=O)=O 3-((3,4-difluorophenyl)amino)benzo[d]isothiazole 1,1-dioxide